N-((6-(1H-Indazol-1-yl)pyridin-3-yl)methyl)-N-(4-(3-methoxyphenyl)-6-methylpyridin-2-yl)cyclohexanecarboxamide N1(N=CC2=CC=CC=C12)C1=CC=C(C=N1)CN(C(=O)C1CCCCC1)C1=NC(=CC(=C1)C1=CC(=CC=C1)OC)C